C(CCCCCCCCCCCCCCCCC)(=O)NCCCN(C)C stearamidopropyldimethylamine